7-(bis(3,5-difluorophenyl)amino)-4-hydroxy-1-phenyl-3-(2,2,2-trifluoroethan-1-one-1-yl)quinolin FC=1C=C(C=C(C1)F)N(C1=CC=C2C(=C(CN(C2=C1)C1=CC=CC=C1)C(C(F)(F)F)=O)O)C1=CC(=CC(=C1)F)F